C(C)(=O)N1CCC(CC1)C(C(=O)N1[C@@H](C[C@H](C1)F)C(=O)N[C@H](C1=CC=C(C=C1)C(C)C)C1=CC=CC=C1)C (2S,4R)-1-[2-(1-acetylpiperidin-4-yl)propanoyl]-4-fluoro-N-[(S)-phenyl[4-(propan-2-yl)phenyl]methyl]pyrrolidine-2-carboxamide